6-(5,6-dimethoxybenzimidazol-1-yl)-2-(2-thienylmethylamino)pyridine-3-carboxamide COC1=CC2=C(N(C=N2)C2=CC=C(C(=N2)NCC=2SC=CC2)C(=O)N)C=C1OC